C(C1=CC=CC=C1)C1=C(OCCN2CCS(CC2)=O)C=CC(=C1)C (2-(2-Benzyl-4-methylphenoxy)ethyl)thiomorpholine 1-oxide